tert-butyl (S)-4-((3-methyl-4-((1-methyl-1H-benzo[d]imidazol-5-yl)oxy)phenyl)amino)-6a,7,9,10-tetrahydropyrazino[1',2':4,5][1,4]oxazino[2,3-f]quinazoline-8(6H)-carboxylate CC=1C=C(C=CC1OC1=CC2=C(N(C=N2)C)C=C1)NC1=NC=NC2=CC=C3C(=C12)OC[C@H]1N3CCN(C1)C(=O)OC(C)(C)C